1,2-bis((8,8-dimethyl-1-oxaspiro[4.5]dec-2-yl)oxy)ethane CC1(CCC2(CCC(O2)OCCOC2OC3(CC2)CCC(CC3)(C)C)CC1)C